C1(=C(C=CC=C1)C1=NC2=C3C(=C4C(=C2C=N1)C=CC=C4)C=CC=C3)C=3C(=CC=CC3)C3=CC=CC=C3 (terphenylyl)(dibenzoquinazoline)